N,N'-(5-Amino-3-iminopyridin-2,6(1H,3H)-diyliden)bis{6,7-dimethyl-2-[2-(morpholin-4-yl)ethoxy]pyrazolo[1,5-a]pyridin-3-amin} NC1=CC(C(NC1=NC=1C(=NN2C1C=CC(=C2C)C)OCCN2CCOCC2)=NC=2C(=NN1C2C=CC(=C1C)C)OCCN1CCOCC1)=N